bis(spirobifluorenyl)amine C12(C(=CC=C3C4=CC=CC=C4C=C13)NC=1C3(C4=CC5=CC=CC=C5C4=CC1)C=CC=C1C4=CC=CC=C4C=C13)C=CC=C1C3=CC=CC=C3C=C12